5-methyl-1-(3-(trifluoromethyl)phenyl)-1H-1,2,4-triazole-3-carboxylic acid CC1=NC(=NN1C1=CC(=CC=C1)C(F)(F)F)C(=O)O